{(1R,2S,5S)-2-amino-5-[(dimethylamino)carbonyl]cyclohexyl}carbamic acid tert-butyl ester oxalate C(C(=O)O)(=O)O.C(C)(C)(C)OC(N[C@H]1[C@H](CC[C@@H](C1)C(=O)N(C)C)N)=O